N-hydroxy-1-methyl-N-(4-((4-(4-(trifluoromethyl)piperidin-1-yl)phenyl)amino)benzyl)-1H-imidazole-5-carboxamide ON(C(=O)C1=CN=CN1C)CC1=CC=C(C=C1)NC1=CC=C(C=C1)N1CCC(CC1)C(F)(F)F